BrC1=NC=C(C(=C1)OC=1C(=NC(=NC1)NC(C)C)N)C(C)C 5-((2-bromo-5-isopropylpyridin-4-yl)oxy)-N2-isopropyl-pyrimidine-2,4-diamine